methyl-2-(2,4-dimethyl-1,3-dioxo-6-propyl-1,2,3,4-tetrahydroisoquinolin-4-yl)acetate COC(CC1(C(N(C(C2=CC=C(C=C12)CCC)=O)C)=O)C)=O